COC1=CC=C(C=C1)N1CC(CC1)NC(OC(C)(C)C)=O tert-butyl 1-(4-methoxyphenyl)pyrrolidin-3-ylcarbamate